5-Eicosapentaenoic acid CCCCCCCCC/C=C/C=C/C=C=C=CCCC(=O)O